C(C)(C)(C)[Si](C)(C)OCC(=CC)CO[Si](C)(C)C(C)(C)C tert-butyl-(2-((tert-butyl(dimethyl)silyl)oxymethyl)but-2-enoxy)dimethylsilane